Dimethyl-oxonium tetrafluoroborate F[B-](F)(F)F.C[OH+]C